5-(2,5-dimethyl-1,2,3,4-tetrahydroisoquinolin-7-yl)-3-((1-methyl-1H-pyrazole-4-Yl)oxy)pyrazin-2-amine CN1CC2=CC(=CC(=C2CC1)C)C=1N=C(C(=NC1)N)OC=1C=NN(C1)C